4-(6-(4-amino-4-methylpiperidin-1-yl)pyridin-3-yl)-6-hydroxypyrazolo[1,5-a]pyridine-3-carbonitrile dihydrochloride Cl.Cl.NC1(CCN(CC1)C1=CC=C(C=N1)C=1C=2N(C=C(C1)O)N=CC2C#N)C